FC1=C(C=CC=C1)CCI 1-fluoro-2-(2-iodoethyl)benzene